P(=O)(OCCC)(OCCC)OCCC tri(propyl) phosphate